Potassium diethylene glycol C(COCCO)O.[K]